OC1CC[C@@H]2[C@@]1(CC[C@@H]1[C@]3(CCC=4N=C(SC4C3=CC[C@@H]21)C=2C=C(C(=CC2)O)O)C)C 4-((5aR,5bS,7aS,10aS,10bR)-8-hydroxy-5a,7a-dimethyl-5,5a,5b,6,7,7a,8,9,10,10a,10b,11-dodecahydro-4H-cyclopenta[7,8]phenanthro[2,1-d]thiazol-2-yl)benzene-1,2-diol